C=CC=CC=CC=C octa-tetraene